ClC=1C=CC2=C([C@H](C[C@H](O2)C(=O)NC23CC(C2)(C3)N3C=NC(=C3)C=3C=NC(=CC3)C(F)(F)F)O)C1 (2S,4S)-6-chloro-4-hydroxy-N-(3-{4-[6-(trifluoromethyl)pyridin-3-yl]-1H-imidazol-1-yl}bicyclo[1.1.1]pent-1-yl)-3,4-dihydro-2H-1-benzopyran-2-carboxamide